(2-acryloyloxyethyl)trimethyl-ammonium chloride sulfate S(=O)(=O)([O-])[O-].[Cl-].C(C=C)(=O)OCC[N+](C)(C)C.C(C=C)(=O)OCC[N+](C)(C)C.C(C=C)(=O)OCC[N+](C)(C)C